3-(5-bromo-1-oxo-2,9a-diazabenzo[ct]azulen-2(1H)-yl)piperidine-2,6-dione BrC=1C=CC=2N(C(N3C=CC=CC1C23)=O)C2C(NC(CC2)=O)=O